N-(2-fluoro-4-methyl-5-(1,2,4-triazin-3-yl)phenyl)-1,1-diphenylmethanimine FC1=C(C=C(C(=C1)C)C=1N=NC=CN1)N=C(C1=CC=CC=C1)C1=CC=CC=C1